6-(2-bromoethoxy)-3-[(cis)-3-hydroxy-3-methylcyclobutyl]-4-(trifluoromethyl)-1-{[2-(trimethylsilyl)ethoxy]methyl}-1,3-dihydro-1,3-benzimidazol-2-one BrCCOC=1C=C(C2=C(N(C(N2C2CC(C2)(C)O)=O)COCC[Si](C)(C)C)C1)C(F)(F)F